(1-(3-hydroxypropyl)-4-oxo-1,4-dihydroquinolin-7-yl)boronic acid OCCCN1C=CC(C2=CC=C(C=C12)B(O)O)=O